5-tert-butyl-3-(3,4-difluoro-2-methoxy-phenyl)tetrahydrofuran C(C)(C)(C)C1CC(CO1)C1=C(C(=C(C=C1)F)F)OC